6-Isopropoxy-4-(4-morpholinyl)indole-2-carboxylic acid C(C)(C)OC1=CC(=C2C=C(NC2=C1)C(=O)O)N1CCOCC1